tert-butyl 7-((4-decylphenyl)carbamoyl)-4,7-diazaspiro[2.5]octane-4-carboxylate C(CCCCCCCCC)C1=CC=C(C=C1)NC(=O)N1CCN(C2(CC2)C1)C(=O)OC(C)(C)C